2-amino-2-(2,6-difluorophenyl)-6-hydroxycyclohexane-1-one NC1(C(C(CCC1)O)=O)C1=C(C=CC=C1F)F